3-(4-(3H-imidazo[4,5-b]pyridin-2-yl)phenyl)-N-(4-fluorophenyl)oxetane-3-carboxamide N1=C(NC2=NC=CC=C21)C2=CC=C(C=C2)C2(COC2)C(=O)NC2=CC=C(C=C2)F